1,4-dimethylaminoanthraquinone CNC1=CC=C(C=2C(C3=CC=CC=C3C(C12)=O)=O)NC